ClC1=C(C(=C(C#N)C(=C1)OC1CC1)C1=C(C=NN1C)C=1C=C2C(=NNC(C2=C(C1)OCC1(CC1)F)=O)CN1C(C2=CC=CC=C2C1=O)=O)F 4-chloro-6-cyclopropoxy-2-(4-(4-((1,3-dioxoisoindolin-2-yl)methyl)-8-((1-Fluorocyclopropyl)methoxy)-1-oxo-1,2-dihydrophthalazin-6-yl)-1-methyl-1H-pyrazol-5-yl)-3-fluorobenzonitrile